ClC=1C(=C(C(=C(C1)N1CCC(CC1)OCCNC(OC(C)(C)C)=O)C#N)CC)C#N tert-Butyl (2-((1-(5-chloro-2,4-dicyano-3-ethylphenyl)piperidin-4-yl)oxy)ethyl)carbamate